[Ca].CC(C)CCC[C@@H](C)[C@H]1CC[C@H]2[C@@H]3CC=C4C[C@@H](O)CC[C@]4(C)[C@H]3CC[C@]12C cholesterol calcium salt